7-((2S,5R)-2,5-diethyl-4-(1-(2-methylthiazolo[5,4-b]pyridin-5-yl)ethyl)piperazin-1-yl)-4-methyl-2,4-dihydro-5H-pyrazolo[4,3-d]pyrimidin-5-one C(C)[C@@H]1N(C[C@H](N(C1)C(C)C1=CC=C2C(=N1)SC(=N2)C)CC)C=2C=1C(N(C(N2)=O)C)=CNN1